(2-(4-methoxybenzylamino)-3-methylpyridin-4-yl)methanol tert-butyl-2-(hydroxymethyl)-4-(4-hydroxyphenyl)piperazine-1-carboxylate C(C)(C)(C)C1(N(CCN(C1)C1=CC=C(C=C1)O)C(=O)OCC1=C(C(=NC=C1)NCC1=CC=C(C=C1)OC)C)CO